BrC1=CC(=C2C=CC3=C(C=C(C4=CC=C1C2=C34)C3CCCCC3)Br)C3CCCCC3 1,6-dibromo-3,8-dicyclohexylpyrene